3-[5-[4-(dimethylamino)-1-piperidyl]pyrimidin-2-yl]-N-[(R)-(5-fluoro-2-hydroxy-phenyl)-(1H-indol-2-yl)methyl]-5-methyl-benzamide CN(C1CCN(CC1)C=1C=NC(=NC1)C=1C=C(C(=O)N[C@@H](C=2NC3=CC=CC=C3C2)C2=C(C=CC(=C2)F)O)C=C(C1)C)C